N,N,P-trimethyl-P-(1-(4-(5-(trifluoromethyl)-1,2,4-oxadiazol-3-yl)phenyl)ethyl)phosphinic amide CN(P(=O)(C(C)C1=CC=C(C=C1)C1=NOC(=N1)C(F)(F)F)C)C